FC1=C(C=C(C=C1)NC(C=C)=O)NC1=NC(=NC=C1C#CC1=CC=CC=C1)NC=1C=NN(C1)C N-[4-fluoro-3-({2-[(1-methyl-1H-pyrazol-4-yl)amino]-5-(2-phenylethynyl)pyrimidin-4-yl}amino)phenyl]prop-2-enamide